[6-(3-fluoro-5-triflyl-benzyl)-2-azaspiro[3.3]heptan-2-yl]-[6-[3-(1-hydroxycyclopropyl)-1H-1,2,4-triazol-5-yl]-2-azaspiro[3.3]heptan-2-yl]methanone FC=1C=C(CC2CC3(CN(C3)C(=O)N3CC4(C3)CC(C4)C4=NC(=NN4)C4(CC4)O)C2)C=C(C1)S(=O)(=O)C(F)(F)F